FC1=NC(=C(C(=C1C)C)C)C 2-fluoro-3,4,5,6-tetramethylpyridine